N1(CCNCC1)C1=CC=C(N=N1)NC=1N=CC2=C(N1)C(=NC(=C2)[C@@H](C)O)N2CCCCC2 (R)-1-(2-((6-(piperazin-1-yl)pyridazin-3-yl)amino)-8-(piperidin-1-yl)pyrido[3,4-d]pyrimidin-6-yl)ethanol